1-(tert-butyl) 2-methyl (2S,4R)-4-hydroxypyrrolidine-1,2-dicarboxylate O[C@@H]1C[C@H](N(C1)C(=O)OC(C)(C)C)C(=O)OC